ethyl 8-(5-fluoro-1,3-thiazol-2-yl)-2-methanesulfonyl-4-methyl-5-oxo-5H,8H-pyrido[2,3-d]pyrimidine-6-carboxylate FC1=CN=C(S1)N1C=C(C(C2=C1N=C(N=C2C)S(=O)(=O)C)=O)C(=O)OCC